C(C)(C)C1=CC=C(C=C1)C=1N=C2N(C=CC=C2)C1 2-(4-isopropylphenyl)imidazo[1,2-a]pyridine